Cl.C(C)(C)(C)C=1C=C(C=C(C1)C1=CC(=CC=C1)CNCCCNCCCNCC(C)C)C1=CC(=CC=C1)CNCCCNCCCNCC(C)C N1,N1'-((5'-(tert-butyl)-[1,1':3',1''-terphenyl]-3,3''-diyl)bis(methylene))bis(N3-(3-(isobutylamino)propyl)propane-1,3-diamine), hydrochloride salt